FC1=CC(=C(C=C1)NC=1C2=C(N=CN1)C=CC(=N2)C=2C=NN(C2)C2CCNCC2)OC2COC2 N-(4-fluoro-2-(oxetan-3-yloxy)phenyl)-6-(1-(piperidin-4-yl)-1H-pyrazol-4-yl)pyrido[3,2-d]pyrimidin-4-amine